ClC1=CC(=NC(=C1)C(C)NC=O)C1=C(C(=O)N(C(C)C)CC)C=C(C=C1)F 2-[4-Chloro-6-(1-formamidoethyl)pyridin-2-yl]-N-ethyl-5-fluoro-N-(isopropyl)benzamide